Diethyl-2,5-furandicarboxylat C(C)C=1C(=C(OC1C(=O)[O-])C(=O)[O-])CC